(1S,2S,5R)-2-hydroxy-N,N,2-trimethyl-5-(prop-1-en-2-yl)cyclohexanamine oxide O[C@@]1([C@H](C[C@@H](CC1)C(=C)C)[N+](C)(C)[O-])C